(E)-4-(2-(5-(4-(dimethylamino)phenyl)thiophen-2-yl)vinyl)-1-(4-((7-nitrobenzo[1,2,5]oxadiazol-4-yl)oxy)benzyl)quinolin CN(C1=CC=C(C=C1)C1=CC=C(S1)/C=C/C1=CCN(C2=CC=CC=C12)CC1=CC=C(C=C1)OC1=CC=C(C=2C1=NON2)[N+](=O)[O-])C